C1CCC2=C(C=3CCCC3C=C12)NC(=O)NS(=O)(=O)C=1OC2=C(C1)C(CC(C2)C)O N-((1,2,3,5,6,7-hexahydro-s-indacen-4-yl)carbamoyl)-4-hydroxy-6-methyl-4,5,6,7-tetrahydrobenzofuran-2-sulfonamide